7,7-bis(fluoromethyl)-10-hydroxy-2-phenyl-5,12b-dihydro-1H,7H-chromeno[4,3-c][1,2,4]triazolo[1,2-a]Pyridazine FCC1(OC=2C=C(C=CC2C2N3N(CC=C21)CN(C3)C3=CC=CC=C3)O)CF